C(C)N1C2(CCN(CC2)C(=O)OC(C)(C)C)C(N(C=CC1=C=O)[C@@H](C)C=1C=NC(=CC1)N1N=CC(=C1)F)=C=O (S)-tert-butyl 7-ethyl-11-(1-(6-(4-fluoro-1H-pyrazol-1-yl) pyridin-3-yl) ethyl)-8,12-dicarbonyl-3,7,11-triazaspiro[5.6]dodec-9-ene-3-carboxylate